N-hydroxy-4-(2-oxo-2-(quinoxalin-6-ylamino)ethyl)benzamide ONC(C1=CC=C(C=C1)CC(NC=1C=C2N=CC=NC2=CC1)=O)=O